(Z)-1-((((4-chlorophenyl)sulfonyl)imino)(3-(4-cyanophenyl)-4-phenyl-4,5-dihydro-1H-pyrazol-1-yl)methyl)-4-(dimethylamino)pyridin-1-ium ClC1=CC=C(C=C1)S(=O)(=O)\N=C(\[N+]1=CC=C(C=C1)N(C)C)/N1N=C(C(C1)C1=CC=CC=C1)C1=CC=C(C=C1)C#N